CC1(OB(OC1(C)C)C1=CC2=C(SC3=C2C=CC=C3)C=C1NC1=CC=3C(CCC(C3C=C1)(C)C)(C)C)C 2-(4,4,5,5-tetramethyl-1,3,2-dioxaborolan-2-yl)-N-(5,5,8,8-tetramethyl-5,6,7,8-tetrahydronaphthalen-2-yl)dibenzo[b,d]thiophen-3-amine